4,7-dimethoxycoumarin COC1=CC(OC2=CC(=CC=C12)OC)=O